(4-(5-(difluoromethyl)-1,3,4-oxadiazol-2-yl)-2-fluorobenzyl)-N-(3-fluorophenyl)-6-methyl-2,6-diazaspiro[3.3]heptane-2-thioamide FC(C1=NN=C(O1)C1=CC(=C(CC2N(CC23CN(C3)C)C(NC3=CC(=CC=C3)F)=S)C=C1)F)F